O=C1NC=2C=CC=C3C2N(C1)[C@@H]1[C@H]3CNCC1 (6bR,10aS)-2-oxo-2,3,6b,9,10,10a-hexahydro-1H,7H-pyrido[3',4':4,5]Pyrrolo[1,2,3-de]Quinoxaline